anisoamide C(C1=CC=C(C=C1)OC)(=O)N